1-(4-((3-(3-fluoro-4-methoxyphenyl)imidazo[1,2-a]pyrazin-8-yl)amino)-2-methylbenzoyl)-N-(3-(methylamino)propyl)piperidine-4-carboxamide hydrochloride Cl.FC=1C=C(C=CC1OC)C1=CN=C2N1C=CN=C2NC2=CC(=C(C(=O)N1CCC(CC1)C(=O)NCCCNC)C=C2)C